Cl.BrC1=CC(=CC(=N1)NC(=O)[C@H]1N[C@@H]2C[C@@H]2C1)OC (1R,3S,5R)-N-(6-bromo-4-methoxypyridine-2-yl)-2-azabicyclo[3.1.0]Hexane-3-carboxamide hydrochloride